(2R)-1-phenylpropan-2-amine hydrochloride Cl.C1(=CC=CC=C1)C[C@@H](C)N